2-(3-(8-Amino-6-(2-methoxyoxazol-5-yl)imidazo[1,2-a]pyrazin-3-yl)-4-methylphenyl)-3,3,3-trifluoropropane-1,2-diol NC=1C=2N(C=C(N1)C1=CN=C(O1)OC)C(=CN2)C=2C=C(C=CC2C)C(CO)(C(F)(F)F)O